N[C@H]1CC=CC[C@@H]1C1=C(C2=NC(=CC(=C2S1)NCC=1OC=CN1)Cl)Cl ((1S,6S)-6-aminocyclohex-3-en-1-yl)-3,5-dichloro-N-(oxazol-2-ylmethyl)thieno[3,2-b]pyridin-7-amine